ClC=1C(=CC(=NC1)N1CCC(CC1)(F)F)NC1=CC2=C(N(C(N2CCC(C)(C)O)=O)C)C=C1 5-((5-Chloro-2-(4,4-difluoropiperidin-1-yl)pyridin-4-yl)amino)-3-(3-hydroxy-3-methylbutyl)-1-methyl-1,3-dihydro-2H-benzo[d]imidazol-2-on